BrCC(CC(=O)NC1=CC=C(C=C1)Br)=O 4-bromo-N-(4-bromophenyl)-3-oxobutanamide